tris(bis(trimethylsilyl)amide) aluminum [Al+3].C[Si](C)(C)[N-][Si](C)(C)C.C[Si](C)(C)[N-][Si](C)(C)C.C[Si](C)(C)[N-][Si](C)(C)C